(3S,3'S)-1'-benzyl-3'-(benzyloxy)-2H-spiro[isoquinoline-3,4'-piperidin]-1(4H)-one C(C1=CC=CC=C1)N1C[C@@H]([C@]2(CC1)NC(C1=CC=CC=C1C2)=O)OCC2=CC=CC=C2